C(C)(C)(C)OC(=O)N1C[C@H](CC1)[C@@H](C(=O)OC(C)(C)C)CC1=CC(=CC=C1)CCO (R)-3-((S)-1-(tert-butoxy)-3-(3-(2-hydroxyethyl)phenyl)-1-oxopropane-2-yl)pyrrolidine-1-carboxylic acid tert-butyl ester